ethyl 2-(2-((5-(3-(aminomethyl)phenyl)-7-(2-aminophenyl)benzofuran-3-yl)methoxy)phenyl)acetate NCC=1C=C(C=CC1)C=1C=C(C2=C(C(=CO2)COC2=C(C=CC=C2)CC(=O)OCC)C1)C1=C(C=CC=C1)N